Methyl (S)-3-bromo-4-(((2-hydroxy-1-(o-tolyl)ethyl)amino)methyl)benzoate BrC=1C=C(C(=O)OC)C=CC1CN[C@H](CO)C1=C(C=CC=C1)C